bis(methylthio)-pyrazolopyrazole-dione CSC12C(N=NC1(C(N=N2)=O)SC)=O